(S)-4-(allyloxy)pent-1-ene C(C=C)O[C@H](CC=C)C